C12COCC(CC1)N2CCN 2-(3-oxa-8-azabicyclo[3.2.1]octan-8-yl)ethanamine